[Ti].[V].[Fe] iron vanadium-titanium